CC(=CCC=1C=C(C2=COC=3C=C(C=C(C3C2=O)O)O)C=CC1O)C 3'-dimethylallyl-genistein